C(C)(C)(C)OC(=O)N1[C@@H](C[C@H](C1)NS(=O)(=O)C1=C(C=CC=C1)C#N)NC=O (2S,4R)-2-formylamino-4-((2-cyanophenyl)sulfonylamino)pyrrolidine-1-carboxylic acid tert-butyl ester